C(C)(C)(C)OC(N(C)[C@H](C(=O)NCC1=CC=C(C=C1)C1=CC(=C(C=C1)Cl)Cl)CCC)=O.CCCCCCC.C(CCC)OP(=O)(OCCCC)OCCCC tributylphosphate-n-heptane (S)-tert-butyl-(1-(((3',4'-dichloro-[1,1'-biphenyl]-4-yl)methyl)amino)-1-oxopentan-2-yl)(methyl)carbamate